COC=1C(OC(=CC1NC1(CCCC1)COC)C(=O)O)=O 3-methoxy-4-((1-(methoxymethyl)cyclopentyl)amino)-2-oxo-2H-pyran-6-carboxylic acid